(-)-tert-butylsulfinamide C(C)(C)(C)S(=O)N